[Sb](O)(O)(=O)Cl chloroantimonic acid